(2R)-2-[[(1R)-2-(methoxymethyl)pyrrolidine-1-carbonyl]amino]-4-[2-(1-methylethoxy)ethyl-[4-(5,6,7,8-tetrahydro-1,8-naphthyridin-2-yl)butyl]amino]butanoic acid COCC1N(CCC1)C(=O)N[C@@H](C(=O)O)CCN(CCCCC1=NC=2NCCCC2C=C1)CCOC(C)C